CC1C2C(CCC1)C(=O)OC2=O 3-methyl-cyclohexane-1,2-dicarboxylic anhydride